OC1=C(C=CC=C1)C1=CC(=CN=N1)C=1C=CC(=NC1)N1CCN(CC1)CC(=O)O 2-(4-(5-(6-(2-hydroxyphenyl)pyridazin-4-yl)pyridin-2-yl)piperazin-1-yl)acetic acid